C(C)(C)(C)OC(=O)NC1=NN(C2=CC(=CC=C12)C(=O)OC)C methyl 3-[(tert-butoxycarbonyl) amino]-1-methylindazole-6-carboxylate